C(C)(C)(C)OC(N(C1=NC=CC(=C1F)CC=1C=NC=C(C1C)NC1=C(C=C(C=C1)Cl)OC)C(=O)OC(C)(C)C)=O tert-butyloxycarbonyl-N-[4-[[5-(4-chloro-2-methoxy-anilino)-4-methyl-3-pyridinyl]methyl]-3-fluoro-2-pyridinyl]carbamic acid tert-butyl ester